C1[C@H]([C@H](O[C@@H]([C@H]1O)CN)O)N The molecule is a trideoxyhexose derivative that is alpha-D-glucose in which the 2 and 6-hydroxy groups are replaced by amino groups while the 3-hydroxy group is replaced by hydrogen. It is an amino sugar and a trideoxyhexose derivative. It derives from an alpha-D-glucose. It is a conjugate base of a 2,6-diamino-2,3,6-trideoxy-alpha-D-glucose(2+).